(bromodifluoroMethyl)trimethylsilane BrC(F)(F)[Si](C)(C)C